1-(5-bromo-4,6-dimethylpyridin-2-yl)propan-1-one BrC=1C(=CC(=NC1C)C(CC)=O)C